Methyl 4-[3-[2,6-dichloro-4-(2,7-diazaspiro[3.5]nonan-2-yl)benzoyl]-2,4-dihydro-1,3-benzoxazin-8-yl]-5-fluoro-2-(3-oxa-8-azabicyclo[3.2.1]octan-8-yl)benzoate ClC1=C(C(=O)N2COC3=C(C2)C=CC=C3C3=CC(=C(C(=O)OC)C=C3F)N3C2COCC3CC2)C(=CC(=C1)N1CC2(C1)CCNCC2)Cl